Tert-butyl 4-(6-aminopyridazin-3-yl)-1,2,3,6-tetrahydropyridine-1-carboxylate NC1=CC=C(N=N1)C=1CCN(CC1)C(=O)OC(C)(C)C